CC1=NN=C(N1C1=CSC2=C1N=C(N=C2N2[C@@H](COCC2)C)C2=C1C(=NC=C2)NC=C1)C (R)-4-(7-(3,5-dimethyl-4H-1,2,4-triazol-4-yl)-2-(1H-pyrrolo[2,3-b]pyridin-4-yl)thieno[3,2-d]pyrimidin-4-yl)-3-methylmorpholine